N-(3-((5-(4-bromophenyl)-2-((1-methyl-1H-pyrazol-4-yl)amino)pyrimidin-4-yl)amino)-5-(trifluoromethyl)phenyl)acrylamide BrC1=CC=C(C=C1)C=1C(=NC(=NC1)NC=1C=NN(C1)C)NC=1C=C(C=C(C1)C(F)(F)F)NC(C=C)=O